C(C)(=O)OC1C2(CCC(C1)(O2)C(C)C)C (4-isopropyl-1-methyl-7-oxabicyclo[2.2.1]-heptan-2-yl) acetate